FC(C1=CC(=NC=C1C1=NC(=NC(=N1)N1C(COCC1)C)N1CCOCC1)N)F 4-(difluoromethyl)-5-(4-(3-methylmorpholino)-6-morpholino-1,3,5-triazin-2-yl)pyridin-2-amine